N1OCCC=2C1=NC1=CC(=CC=C1C2)CC[C@@H]2[C@H]([C@H]([C@@H](C2)N2C=CC1=C2N=CN=C1)O)O (1S,2R,3S,5R)-3-(2-(3,4-dihydro-1H-[1,2]oxazino[3,4-b]quinolin-8-yl)ethyl)-5-(7H-pyrrolo[2,3-d]pyrimidin-7-yl)cyclopentane-1,2-diol